[Si](C)(C)(C(C)(C)C)OCCCOC[C@H](CCC(F)(F)F)NC(N(CC)[C@H](C)C1=NC=C(C(=C1)C=1N=C(C=2N(C1)N=CN2)Cl)OC)=O 3-((S)-1-(3-((tert-butyldimethylsilyl)oxy)propoxy)-5,5,5-trifluoropentan-2-yl)-1-((R)-1-(4-(8-chloro-[1,2,4]triazolo[1,5-a]pyrazin-6-yl)-5-methoxypyridin-2-yl)ethyl)-1-ethylurea